tert-butyl (S)-(1-((1-(3,5-difluorophenyl)-2-methylpropan-2-yl)amino)-1-oxopropan-2-yl)carbamate FC=1C=C(C=C(C1)F)CC(C)(C)NC([C@H](C)NC(OC(C)(C)C)=O)=O